methyl 3-nitro-2-(2-((4-(trifluoromethyl)phenyl)amino)pyrimidin-4-yl)benzoate [N+](=O)([O-])C=1C(=C(C(=O)OC)C=CC1)C1=NC(=NC=C1)NC1=CC=C(C=C1)C(F)(F)F